COC1=C(N=NN1)C(=O)N 5-methoxy-1H-1,2,3-triazole-4-carboxamide